FC1(CC(C1)N1CC(C(C1)(F)F)O)F (3,3-difluorocyclobutyl)-4,4-difluoropyrrolidin-3-ol